NCC1(CCN(CC1)C1=NN2C(S1)=NC=C2C2=C(C=C(C=C2)C2COCC2)OC)O 4-(aminomethyl)-1-(5-(2-methoxy-4-(tetrahydrofuran-3-yl)phenyl)imidazo[2,1-b][1,3,4]thiadiazol-2-yl)piperidin-4-ol